Geranyl-α-terpinene CC1=CC=C(CC1)C(C)CC/C=C(\C)/CCC=C(C)C